C(C)(C)(C)OC(=O)N1C[C@@H](N(CC1)CCOC1=C(C=C(C=C1)N1C(N(C(C1(C)C)=O)C1=CC(=C(C=C1)C#N)C(F)(F)F)=S)CC)CO (R)-4-(2-(4-(3-(4-cyano-3-(trifluoromethyl)phenyl)-5,5-dimethyl-4-oxo-2-thioxoimidazolidin-1-yl)-2-ethylphenoxy)ethyl)-3-(hydroxymethyl)piperazine-1-carboxylic acid tert-butyl ester